NC1=CC=C(CN2CCN(CC2)C(C)C)C=C1 1-(4-aminobenzyl)-4-isopropylpiperazin